2-isopropyl-6-methoxy-pyrimidine-4-carboxylic acid {4-[2-((S)-2-amino-4,5-dihydro-oxazol-4-yl)-ethyl]-phenyl}-amide NC=1OC[C@@H](N1)CCC1=CC=C(C=C1)NC(=O)C1=NC(=NC(=C1)OC)C(C)C